methyl 6-(3-methoxybenzyl)-4-methyl-5-oxo-5,6-dihydro-4H-thiazolo[5',4':4,5]pyrrolo[2,3-d]pyridazine-2-carboxylate COC=1C=C(CN2N=CC3=C(C2=O)N(C2=C3SC(=N2)C(=O)OC)C)C=CC1